C(#C)C=1C=C(C(=NC1)O[C@H]1C[C@H](NC1)C(=O)O)N1CCOCC1 (2S,4S)-4-{(5-ethynyl-3-(morpholin-4-yl)pyridin-2-yl)oxy}pyrrolidine-2-carboxylic acid